(1S,3S)-N1-(7-fluoro-[1,2,4]triazolo[1,5-a]pyridin-2-yl)-N3-(5-nitropyridin-2-yl)cyclopentane-1,3-diamine FC1=CC=2N(C=C1)N=C(N2)N[C@@H]2C[C@H](CC2)NC2=NC=C(C=C2)[N+](=O)[O-]